3-[(4-chlorophenyl)methyl]-1-{4-[5-(trifluoromethyl)-1H-1,2,3-triazol-4-yl]pyridin-2-yl}-1H-pyrazol-5-ol ClC1=CC=C(C=C1)CC1=NN(C(=C1)O)C1=NC=CC(=C1)C=1N=NNC1C(F)(F)F